N1=CC=C(C=C1)CC=1N=C(NC1)CC#N 2-(4-(Pyridin-4-yl-methyl)-1H-imidazol-2-yl)acetonitrile